7-methoxy-6-(((S)-tetrahydrofuran-3-yl)oxy)quinazolin-2-ol COC1=C(C=C2C=NC(=NC2=C1)O)O[C@@H]1COCC1